2-amino-N-((4S)-8-methoxy-3,4-dihydro-2H-chromen-4-yl)-3-methyl-N-((5-(trifluoromethyl)-2-pyridinyl)methyl)-6-quinolinecarboxamide NC1=NC2=CC=C(C=C2C=C1C)C(=O)N(CC1=NC=C(C=C1)C(F)(F)F)[C@H]1CCOC2=C(C=CC=C12)OC